2-{[2-(Trimethylsilyl)ethoxy]methyl}-2,7,8,9-tetrahydro-6-thia-2,3,5-triazabenzo[cd]azulene C[Si](CCOCN1C=C2CCCSC=3C2=C1N=CN3)(C)C